4-Chloro-5-(3-((2-chloro-4-fluorophenyl)(methoxy)methyl)-5,6-dihydroimidazo[1,2-a]pyrazin-7(8H)-yl)pyridazin-3(2H)-one ClC=1C(NN=CC1N1CC=2N(CC1)C(=CN2)C(OC)C2=C(C=C(C=C2)F)Cl)=O